C(C1=CC=CC=C1)N(CCNC(OC(C)(C)C)=O)CC1=C(C=CC=C1)O tert-butyl (2-(benzyl(2-hydroxybenzyl)amino)ethyl)carbamate